(S)-1-(1-((5-(4-((6-methoxy-pyridin-3-yl)ethynyl)phenyl)isoxazol-3-yl)methyl)-1H-imidazol-2-yl)ethan-1-ol COC1=CC=C(C=N1)C#CC1=CC=C(C=C1)C1=CC(=NO1)CN1C(=NC=C1)[C@H](C)O